C1(=CC=CC=C1)N(C1=CC=CC=C1)C1=CC=C(C=O)C=C1 4-(N,N-Diphenylamino)benzaldehyde